ClC1=C(C=C(C2C(=C3N(C12)CCN(C3)C(COCC=3N(N=CN3)C)=O)C=3C=NNC3)OCC#N)Cl 2-[[6,7-Dichloro-2-[2-[(2-methyl-1,2,4-triazol-3-yl)methoxy]acetyl]-10-(1H-pyrazol-4-yl)-3,4,5a,9a-tetrahydro-1H-pyrazino[1,2-a]indol-9-yl]oxy]acetonitrile